ethoxyacetaldehyde diethyl acetal C(C)OC(COCC)OCC